(3-Chloro-4-fluorophenyl)-1-((4-(2-hydroxyethyl)-5-(trifluoromethyl)-1H-pyrazol-3-yl)methyl)-1-(6-methoxypyridin-3-yl)urea ClC=1C=C(C=CC1F)NC(N(C=1C=NC(=CC1)OC)CC1=NNC(=C1CCO)C(F)(F)F)=O